CN1C(C(=CC(=C1)B1OC(C(O1)(C)C)(C)C)NC1=NN2C(CN(CC2)C2COC2)=C1)=O methyl-3-(5-(oxetan-3-yl)-4,5,6,7-tetrahydropyrazolo[1,5-a]pyrazin-2-ylamino)-5-(4,4,5,5-tetramethyl-1,3,2-dioxaborolan-2-yl)pyridin-2(1H)-one